1,1,1,3,3,3-hexafluoro-2-{4-[(2,2,2-trifluoroethyl)amino]phenyl}propan-2-ol FC(C(C(F)(F)F)(O)C1=CC=C(C=C1)NCC(F)(F)F)(F)F